ClC1=NC=2C=NC(=NC2N(C1)C=1C=NC(=CC1)OC)OCC 6-chloro-8-(6-methoxypyridin-3-yl)-2-ethoxypteridine